ClC=1C=C2C(=NC=NC2=C(C1C1=C(C=CC=C1)F)F)NCCNC=1OCCN1 N1-(6-chloro-8-fluoro-7-(2-fluorophenyl)quinazolin-4-yl)-N2-(4,5-dihydrooxazol-2-yl)ethane-1,2-diamine